C1(=CC=CC=C1)S(=O)(=O)OC1=NC2=CC=CC=C2C=C1 quinolinyl benzenesulfonate